5-bromo-2-[(3aR,6aS)-1,2,3,3a,4,5,6,6a-octahydrocyclopenta[c]pyrrol-5-yl]-1,3-benzothiazole BrC=1C=CC2=C(N=C(S2)C2C[C@@H]3[C@@H](CNC3)C2)C1